ClC1=NC2=C(N1CC1=NC=C(C#N)C=C1)C=CC=C2C 6-((2-chloro-4-methyl-1H-benzo[d]imidazol-1-yl)methyl)nicotinonitrile